methyl (3R,6S)-6-methyl-1-(2-(pyridin-2-yl)acetyl)piperidine-3-carboxylate C[C@H]1CC[C@H](CN1C(CC1=NC=CC=C1)=O)C(=O)OC